NC1=NC=C(C#N)C(=C1)Cl 6-amino-4-chloronicotinonitrile